CN1C(CCC1C)=O 1,5-dimethyl-2-pyrrolidone